N-(3-((R)-1-((8-methyl-7-oxo-6-(((S)-pyrrolidin-3-yl)oxy)-7,8-Dihydropyrido[2,3-d]pyrimidin-4-yl)amino)ethyl)-5-(trifluoromethyl)phenyl)acetamide CN1C(C(=CC2=C1N=CN=C2N[C@H](C)C=2C=C(C=C(C2)C(F)(F)F)NC(C)=O)O[C@@H]2CNCC2)=O